N1=C(C=NC2=CC=CC=C12)C=1C=NN(C1)C1CCN(CC1)C12CC(C1)(C2)CC(=O)N 2-(3-(4-(4-(quinoxalin-2-yl)-1H-pyrazol-1-yl)piperidin-1-yl)bicyclo[1.1.1]pentan-1-yl)acetamide